5-(4,4-difluoropiperidin-1-yl)-N-(6-fluoroquinolin-8-yl)pyrazine-2-carboxamide FC1(CCN(CC1)C=1N=CC(=NC1)C(=O)NC=1C=C(C=C2C=CC=NC12)F)F